ClC1=CC=C(CN2C(N(C(NC2=NC2=CC=C(C=C2)OC2=NC=CC=C2)=O)C[C@H]2[C@@H](C2)C(=O)O)=O)C=C1 |r| (±)-trans-2-((3-(4-chlorobenzyl)-2,6-dioxo-4-(4-(pyridin-2-yloxy)phenylimino)-1,3,5-triazin-1-yl)methyl)cyclopropanecarboxylic acid